ClC1=C(C(=O)N2CCN(CC2)C(CCCC(=O)O)=O)C=CC(=C1)NC(=O)C=1N(C(=CN1)C1=C(C(=C(C=C1)C=1C=NN(C1C)CCOC)F)F)C 5-[4-[2-chloro-4-[[5-[2,3-difluoro-4-[1-(2-methoxyethyl)-5-methyl-pyrazol-4-yl]phenyl]-1-methyl-imidazole-2-carbonyl]amino]benzoyl]piperazino]-5-keto-valeric acid